FC1(CN(CCC1(C)C(=O)N1CCOC2=C(C1)C=NC=C2)C2=NC=C(C=N2)F)F [3,3-difluoro-1-(5-fluoropyrimidin-2-yl)-4-methyl-4-piperidyl]-(3,5-dihydro-2H-pyrido[3,4-f][1,4]oxazepin-4-yl)methanone